5-Hydroxy-3-[2-({[1-(1-methyl-1H-imidazol-4-ylmethyl)-1H-indol-6-ylmethyl]-amino}-methyl)-1H-indol-3-yl]-2,3-dihydro-isoindol-1-one OC=1C=C2C(NC(C2=CC1)=O)C1=C(NC2=CC=CC=C12)CNCC1=CC=C2C=CN(C2=C1)CC=1N=CN(C1)C